ClC=1C=CC(=C(C(=O)NC2=C(C=C(C=C2)NCC2=CC(=CC=C2)C(F)(F)F)Cl)C1)O 5-Chloro-N-(2-chloro-4-((3-(trifluoromethyl)benzyl)amino)phenyl)-2-hydroxybenzamide